FC(C(=O)O)(F)F.N[C@H](C(=O)N[C@H](C(=O)NC=1C=CC(=C(CN(C(OCC2C3=CC=CC=C3C=3C=CC=CC23)=O)C)C1)CO)C)C(C)C (9H-fluoren-9-yl)methyl (5-((S)-2-((S)-2-amino-3-methylbutanamido)propanamido)-2-(hydroxymethyl)benzyl)(methyl)carbamate trifluoroacetate